(2-methylpropyl)-1H-imidazolo[4,5-c]quinoline-4-amine CC(CN1C=NC=2C(=NC=3C=CC=CC3C21)N)C